ClC1=CC=C(C=C1)[C@H](CC1=NOC(=N1)CN1C(N(C(=CC1=O)C(=O)OC)C)=O)O methyl 1-({3-[(2S)-2-(4-chlorophenyl)-2-hydroxyethyl]-1,2,4-oxadiazol-5-yl}methyl)-3-methyl-2,6-dioxopyrimidine-4-carboxylate